4-(oxetan-3-yloxy)-5-(trifluoromethyl)-N-[(1R,3S)-3-[(7S)-7-(trifluoromethyl)-5,6,7,8-tetrahydro-[1,2,4]triazolo[4,3-a]pyridin-3-yl]cyclohexyl]pyrimidin-2-amine O1CC(C1)OC1=NC(=NC=C1C(F)(F)F)N[C@H]1C[C@H](CCC1)C1=NN=C2N1CC[C@@H](C2)C(F)(F)F